4-(2-((2R)-2-benzyl-4-methylpyrrolidin-1-yl)-6-((4-methoxybenzyl)oxy)pyridin-4-yl)morpholine C(C1=CC=CC=C1)[C@@H]1N(CC(C1)C)C1=NC(=CC(=C1)N1CCOCC1)OCC1=CC=C(C=C1)OC